FC1=C(C=CC=C1)[C@@H]1CC=2C=NC(=NC2C2=C1C=CC=C2)NC2=CC(=CC=C2)CCNCCOC (6R)-6-(2-fluorophenyl)-N-[3-[2-(2-methoxyethylamino)ethyl]phenyl]-5,6-dihydrobenzo[h]quinazolin-2-amine